OCCC(=O)O.OCCC(=O)O.OCCC(=O)O.C(O)C(CC)(CO)CO trimethylolpropane tris(3-hydroxypropionate)